FC(C1=CC=C(C=N1)B(O)O)(F)F [6-(trifluoromethyl)-3-pyridyl]boronic acid